(S)-6-(3-(4-cyclopropylphenyl)-2-methylpropyl)-2-thia-6-azaspiro[3.4]octane 2,2-dioxide C1(CC1)C1=CC=C(C=C1)C[C@@H](CN1CC2(CS(C2)(=O)=O)CC1)C